C(C)(=O)[O-].OC(C[NH3+])O dihydroxyethylammonium acetate